4-(4-(2,5-Diazabicyclo[2.2.2]octan-2-yl)-8-fluoro-2-(((R)-1-methylpyrrolidin-2-yl)methoxy)pyrido[4,3-d]pyrimidin-7-yl)-5-ethynyl-6-fluoronaphthalen-2-ol C12N(CC(NC1)CC2)C=2C1=C(N=C(N2)OC[C@@H]2N(CCC2)C)C(=C(N=C1)C1=CC(=CC2=CC=C(C(=C12)C#C)F)O)F